C(C)(C)(C)C(C(=O)[O-])(C(=O)[O-])CC.[K+].[Li+] Lithium potassium 2-(tert-butyl)-2-ethylmalonate